tert-butyl (S)-(1-(5-(3-fluoro-4-(1-(tetrahydro-2H-pyran-4-yl)piperidin-4-yl)phenyl)-3-methylthiophene-2-carbonyl)pyrrolidin-3-yl)carbamate FC=1C=C(C=CC1C1CCN(CC1)C1CCOCC1)C1=CC(=C(S1)C(=O)N1C[C@H](CC1)NC(OC(C)(C)C)=O)C